8-(2,4-dichlorophenyl)-9-(2-fluoro-4-((1-(3-fluoropropyl)azetidin-3-yl)methyl)phenyl)-6,7-dihydro-5H-benzo[7]annulene-3-carboxylic acid ClC1=C(C=CC(=C1)Cl)C=1CCCC2=C(C1C1=C(C=C(C=C1)CC1CN(C1)CCCF)F)C=CC(=C2)C(=O)O